2-bromo-3-fluoropyridin BrC1=NC=CC=C1F